4-((2R)-2-((tert-butyldimethylsilyl)oxy)-1-hydroxypropyl)-4-(hydroxymethyl)piperidine-1-carboxylic acid tert-butyl ester C(C)(C)(C)OC(=O)N1CCC(CC1)(CO)C([C@@H](C)O[Si](C)(C)C(C)(C)C)O